(2S,3R,4S,5R)-4-[[3-[4-Methoxy-6-(trifluoromethyl)-3-pyridyl]-4,5-dimethyl-5-(trifluoromethyl)tetrahydrofuran-2-carbonyl]amino]pyridin-2-carboxamid COC1=C(C=NC(=C1)C(F)(F)F)[C@@H]1[C@H](O[C@]([C@H]1C)(C(F)(F)F)C)C(=O)NC1=CC(=NC=C1)C(=O)N